Cyclooctyl(trifluoromethyl)sulfane C1(CCCCCCC1)SC(F)(F)F